C(C)C1CN=C2N(CCCCC2)C1 3-ethyl-2,3,4,6,7,8,9,10-octahydropyrimido[1,2-a]azepine